5-[4-(2-hydroxyphenyl)-1,2,3-triazol-1-yl]-1-oxo-3H-isoindol-2-ylpiperidine-2,6-dione OC1=C(C=CC=C1)C=1N=NN(C1)C=1C=C2CN(C(C2=CC1)=O)N1C(CCCC1=O)=O